5-chloro-N-((1r,4r)-4-((3-(6-(cyclopropylamino)pyridin-3-yl)-2-oxo-2,3-dihydro-1H-benzo[d]imidazol-1-yl)methyl)cyclohexyl)-2-(difluoro-methyl)nicotinamide ClC=1C=NC(=C(C(=O)NC2CCC(CC2)CN2C(N(C3=C2C=CC=C3)C=3C=NC(=CC3)NC3CC3)=O)C1)C(F)F